nitrogen dioxide [N+](=O)[O-]